Benzyl N-(4,4-difluoro-6,7-dihydro-5H-pyrazolo[1,5-a]pyridin-2-yl)carbamate FC1(C=2N(CCC1)N=C(C2)NC(OCC2=CC=CC=C2)=O)F